(4-bromo-2-pyridyl)methanamine BrC1=CC(=NC=C1)CN